heptyltridecyl neopentanoate C(C(C)(C)C)(=O)OC(CCCCCCCCCCCC)CCCCCCC